C(C1=CC=CC=C1)OC1CC(CN(CC1)C(=O)OC(C)(C)C)=C tert-butyl 5-(benzyloxy)-3-methyleneazepane-1-carboxylate